C12CCC(CC1)N2CC2=C(CNC1=C(C(=C(C=C1)S(=O)(=O)NC=1N=CSC1)F)F)C(=CC=C2OC)F 4-((2-((7-azabicyclo[2.2.1]heptan-7-yl)methyl)-6-fluoro-3-methoxybenzyl)amino)-2,3-difluoro-N-(thiazol-4-yl)benzenesulfonamide